C(C)NC(OCC=1C(=C(N2C1C1=CC3=C(C=C1C(=N2)N2CCCC2)C=CC=C3)C)COC(NCC)=O)=O (3-methyl-6-(pyrrolidin-1-yl) benzo-[g]pyrrolo[2,1-a]phthalazine-1,2-diyl)-bis(methylene) bis(ethylcarbamate)